N8-(2-methoxy-2-methylpropyl)-N2-(2-methoxy-4-(1-methyl-1H-1,2,4-triazol-5-yl)phenyl)-6-methylpyrido[3,4-d]pyrimidine-2,8-diamine COC(CNC1=NC(=CC2=C1N=C(N=C2)NC2=C(C=C(C=C2)C2=NC=NN2C)OC)C)(C)C